7-(8-Ethynylnaphthalen-1-yl)-8-fluoro-2-(((2R,7aS)-2-fluorotetrahydro-1H-pyrrolizin-7a(5H)-yl)methoxy)-4-((3aR,6aR)-hexahydropyrrolo[3,4-b]pyrrol-1(2H)-yl)pyrido[4,3-d]pyrimidine C(#C)C=1C=CC=C2C=CC=C(C12)C1=C(C=2N=C(N=C(C2C=N1)N1[C@@H]2[C@H](CC1)CNC2)OC[C@]21CCCN1C[C@@H](C2)F)F